C1(=CC=CC=C1)P(CC=1N(C2=CC=CC=C2C1C1=CC=CC=C1)S(=O)(=O)C1=CC=C(C)C=C1)(C1=CC=CC=C1)=O Diphenyl-((3-phenyl-1-p-toluenesulfonyl-1H-indolyl)methyl)phosphine oxide